(S)-5-(4-(tert-butyl)phenyl)-4-(4-chlorophenyl)-2-fluoro-5-oxopentanoic acid ethyl ester C(C)OC([C@H](CC(C(=O)C1=CC=C(C=C1)C(C)(C)C)C1=CC=C(C=C1)Cl)F)=O